ClC=1N=C(C2=C(N1)C(=C(N=C2)Cl)F)N2CC(CCC2)C2=NC(=NN2)C 2,7-dichloro-8-fluoro-4-(3-(3-methyl-1H-1,2,4-triazol-5-yl)piperidin-1-yl)pyrido[4,3-d]pyrimidine